NC1=NC(=NC=C1)N1CC([C@@H](C(C1)(C)C)O)(F)F |r| rac-1-(4-aminopyrimidin-2-yl)-3,3-difluoro-5,5-dimethylpiperidin-4-ol